4'-(1,4-phenylenedi(1H-imidazole-2,4,5-triyl))tetrabenzoic acid C1(=CC=C(C=C1)C=1NC(=C(N1)C1=C(C(=O)O)C=CC=C1)C1=C(C(=O)O)C=CC=C1)C=1NC(=C(N1)C1=C(C(=O)O)C=CC=C1)C1=C(C(=O)O)C=CC=C1